methyl (1r,2'S,4S)-4-(3-chloroanilino)-2'-{(2R)-2-methyl-3-[(5-methyl-5,6,7,8-tetrahydro-1,8-naphthyridin-4-yl)oxy]propyl}-2',3'-dihydrospiro[cyclohexane-1,1'-indene]-4-carboxylate ClC=1C=C(NC2(CCC3([C@H](CC4=CC=CC=C34)C[C@H](COC3=CC=NC=4NCCC(C34)C)C)CC2)C(=O)OC)C=CC1